5-(2-(1-isobutylpiperidin-4-yl)-3H-pyrrolo[2,3-c]isoquinolin-8-yl)thiazole C(C(C)C)N1CCC(CC1)C1=CC2=C(N=CC=3C=CC(=CC23)C2=CN=CS2)N1